C(C(=C)C)(=O)O.CC(C(N)(C)C)Cl trimethyl-aminoethyl chloride methacrylate